5-(aminomethyl)tetrazole NCC1=NN=NN1